5-methyl-6-oxo-1,6-dihydropyridine-2-carboxylic acid CC1=CC=C(NC1=O)C(=O)O